N1N=CC(=C1)C1=NN2C(=NC=3C=CC=CC3C2=N1)N[C@H]1C(NCCCC1)=O (3R)-3-{[2-(1H-pyrazol-4-yl)[1,2,4]triazolo[1,5-c]quinazolin-5-yl]amino}azepan-2-one